O1CCC(CC1)C=1NC2=CC=C(C=C2C1)CN (2-(tetrahydro-2H-pyran-4-yl)-1H-indol-5-yl)methylamine